6-(1,3-benzothiazol-6-yl)-N-[(1-cyclopentanecarbonylpiperidin-3-yl)methyl]-2-methylpyrimidin S1C=NC2=C1C=C(C=C2)C2=CC=NC(N2CC2CN(CCC2)C(=O)C2CCCC2)C